3-(5-(((1S,2S)-2-(3-(3-fluoropyridin-4-yl)azetidin-1-yl)cyclohexyl)oxy)-1-oxoisoindolin-2-yl)piperidine-2,6-dione FC=1C=NC=CC1C1CN(C1)[C@@H]1[C@H](CCCC1)OC=1C=C2CN(C(C2=CC1)=O)C1C(NC(CC1)=O)=O